4-bromo-5-cyclopropyl-6-methyl-1-(tetrahydro-2H-pyran-2-yl)-1H-indazole BrC1=C2C=NN(C2=CC(=C1C1CC1)C)C1OCCCC1